OC1=C(C2=CC=CC=C2C=C1)\C=N\C1=CC=C(C(=O)O)C=C1 (E)-4-(((2-hydroxynaphthalen-1-yl)methylene)amino)benzoic acid